imidazoleAt N1C(=NC=C1)C(=O)[O-]